[3-bromo-5-(trifluoromethyl)phenyl]({5-[2-(3-fluoroazetidin-1-yl)ethyl]-2-oxo-4-(trifluoromethyl)pyridin-1-yl})acetic acid BrC=1C=C(C=C(C1)C(F)(F)F)C(C(=O)O)N1C(C=C(C(=C1)CCN1CC(C1)F)C(F)(F)F)=O